S(=O)(=O)(O)C=1C=C2C=CC=CC2=C(C1)OCCCS(=O)(=O)O 6-sulfo-8-(3-sulfopropoxy)naphthalene